N,N-di(2-ethylhexyl)-methyl-1H-benzotriazole-1-methylamine C(C)C(CN(CN1N=NC2=C1C=CC=C2C)CC(CCCC)CC)CCCC